3-Bromo-1-(3-ethoxy-5-fluorophenyl)-5-isobutyl-1H-pyrazole BrC1=NN(C(=C1)CC(C)C)C1=CC(=CC(=C1)F)OCC